FC1=CC=C(C=C1)N1CCN(CC1)CC[C@@H]1OC(C2(C1)CCN(CC2)C(C(C)(C)NC(C(C)(C)C)=O)=O)=O (R)-N-(1-(3-(2-(4-(4-fluorophenyl)piperazin-1-yl)ethyl)-1-oxo-2-oxa-8-azaspiro[4.5]decan-8-yl)-2-methyl-1-oxopropan-2-yl)pivaloamide